FC=1C=C(C(=NC1)C)C(C)O 1-(5-fluoro-2-methylpyridin-3-yl)ethanol